ClC1=CC=C(C=C1)NC1=NC=CC(=N1)N1C=2N(CCC1)N=C(C2)C#CC(C)(O)C=2SC=CN2 4-(4-(2-((4-chlorophenyl)amino)pyrimidin-4-yl)-4,5,6,7-tetrahydropyrazolo[1,5-a]pyrimidin-2-yl)-2-(thiazol-2-yl)but-3-yn-2-ol